CC(C)CCC[C@@H](C)[C@H]1CC[C@H]2C3=CCC4C[C@H](CC[C@]4(C)[C@H]3CC[C@]12C)O cholest-7-en-3β-ol